2-(methacryloyloxy)ethyldimethyl-(3-sulfopropyl)ammonium hydroxide [OH-].C(C(=C)C)(=O)OCC[N+](CCCS(=O)(=O)O)(C)C